BrC=1C=C(C(=NC1OC1CC2=CC=CC=C2C1)C)N=CN(C)CC N'-[5-Bromo-6-(2,3-dihydro-1H-inden-2-yloxy)-2-methylpyridine-3-yl]-N-ethyl-N-methylimidoformamide